3,4-dichloro-trifluoromethyl-benzene ClC=1C=C(C=CC1Cl)C(F)(F)F